C(C)(=O)N1CCC(CC1)C1=NN(C=2C=CC=C(C12)C1=CC=C2C=NN(C2=C1F)C)CC(=O)O [3-(1-acetylpiperidin-4-yl)-7'-fluoro-1'-methyl-[4,6'-biindazol]-1-yl]acetic acid